((4-amino-2-butyl-1-methyl-1H-imidazo[4,5-d]pyridazin-7-yl)(methylamino)methyl)benzonitrile NC1=C2C(=C(N=N1)C(NC)C1=C(C#N)C=CC=C1)N(C(=N2)CCCC)C